N1(CCCCC1)CCC (piperidin-1-yl)propan